N-(2'-(4,4-difluorocyclohexyl)-3-fluoro-[2,4'-bipyridin]-3'-yl)-5-fluoro-6-isopropoxynicotinamide FC1(CCC(CC1)C1=NC=CC(=C1NC(C1=CN=C(C(=C1)F)OC(C)C)=O)C1=NC=CC=C1F)F